2-chloro-6-methoxy-4-(2-methyl-1-oxo-2,7-naphthyridin-4-yl)benzoic acid ClC1=C(C(=O)O)C(=CC(=C1)C1=CN(C(C2=CN=CC=C12)=O)C)OC